C(C)(C)(C)OC(=O)N1CCC(CC1)C1=NC(=CC=C1)OCC1=NC=C(C=C1)C(N(C)OC)=O 4-(6-((5-(methoxy(methyl)carbamoyl)pyridin-2-yl)methoxy)pyridin-2-yl)piperidine-1-carboxylic acid tert-Butyl ester